C(CCCCCCCC)C1=CC=C(C=C1)O 1-nonyl-4-hydroxybenzene